NC1=NC=NN2C1=C(C=C2C=2C=C(C(=NC2C)C)C(=O)N[C@@H]2CN(C[C@@H]2F)C(=O)C2CC(C2)F)C(F)(F)F 5-[4-amino-5-(trifluoromethyl)pyrrolo[2,1-f][1,2,4]triazin-7-yl]-N-[(3R,4S)-4-fluoro-1-(3-fluorocyclobutanecarbonyl)pyrrolidin-3-yl]-2,6-dimethylpyridine-3-carboxamide